1-(3-bromopropyloxy)-4-chlorobenzene BrCCCOC1=CC=C(C=C1)Cl